FC1=C(C=CC=C1)CN1N=C(N=C1)C(=O)N[C@@H]1C(N(C=2N(CC1)N=C(C2)CCOCCOC)C)=O 1-[(2-Fluorophenyl)methyl]-N-[(6S)-2-[2-(2-methoxyethoxy)ethyl]-4-methyl-5-oxo-7,8-dihydro-6H-pyrazolo[1,5-a][1,3]diazepin-6-yl]-1,2,4-triazol-3-carboxamid